ClC1=C(C=C(C=C1NC1=NC=2N(C(=N1)NC1CC1)N=CC2C#N)C#N)N2CCN(CC2)[C@H](C(=O)N)C (2S)-2-[4-(2-Chloro-5-cyano-3-{[8-cyano-4-(cyclopropylamino)pyrazolo[1,5-a][1,3,5]triazin-2-yl]amino}phenyl)piperazin-1-yl]propanamide